CC1COCC2=CC3=C(C=C12)C(C(C3(C)C)C)(C)C (+-)-4,6,6,7,8,8-hexamethyl-1,3,4,6,7,8-hexahydrocyclopenta[g]isochromene